CC(C#CC=1C=C(C=NC1OC)OC1=C(N=NN1)C(=O)O)(C)C 5-((5-(3,3-dimethylbut-1-ynyl)-6-methoxypyridin-3-yl)oxy)-1H-1,2,3-triazole-4-carboxylic acid